6-(2,4-dimethoxypyrimidin-5-yl)-8-[(1S,2S)-2-[1-[5-(trifluoromethyl)-2-pyridyl]indazol-6-yl]cyclopropyl]imidazo[1,2-b]pyridazine COC1=NC=C(C(=N1)OC)C=1C=C(C=2N(N1)C=CN2)[C@@H]2[C@H](C2)C2=CC=C1C=NN(C1=C2)C2=NC=C(C=C2)C(F)(F)F